6-isopropyl-2,6-diazaspiro[3.3]heptan-2-carbothioamide C(C)(C)N1CC2(CN(C2)C(N)=S)C1